N(=NC(C)(C)C=1N(CCN1)CCO)C(C)(C)C=1N(CCN1)CCO 2,2'-azobis[2-[1-(2-hydroxyethyl)-2-imidazolin-2-yl]propane]